NC=1C(=NC(=CC1C1CC1)C1=CC(=CC(=C1)C1=NOC(=C1)[C@]1(C(N(CC1)C)=O)O)F)C(=O)N (R)-3-amino-4-cyclopropyl-6-(3-fluoro-5-(5-(3-hydroxy-1-methyl-2-oxopyrrolidin-3-yl)isoxazol-3-yl)phenyl)picolinamide